6-amino-4-methoxy-N-(pyridin-2-yl)nicotinamide trifluoroacetate FC(C(=O)O)(F)F.NC1=NC=C(C(=O)NC2=NC=CC=C2)C(=C1)OC